N[C@H](C=1N=C2N(N=C(C=C2)CC2C(NC[C@@H](C2)C(F)(F)F)=O)C1)[C@H]1CC(CCC1)(F)F (5R)-3-((2-((S)-amino((R)-3,3-difluorocyclohexyl)methyl)imidazo[1,2-b]pyridazin-6-yl)methyl)-5-(trifluoromethyl)piperidin-2-one